Cl.FC1=C(C=CC(=C1)F)C=1C(=NC(=NC1)NC1CC(C1)N(C)C)C N1-(5-(2,4-difluorophenyl)-4-methyl-pyrimidin-2-yl)-N3,N3-dimethylcyclobutane-1,3-diamine, hydrochloride salt